C(=O)=C1C(=CC=NN1COCC[Si](C)(C)C)C(F)(F)F 6-carbonyl-5-(trifluoromethyl)-1-((2-(trimethylsilyl)ethoxy)methyl)-1,6-dihydropyridazine